The molecule is major microspecies at pH 7.3 It derives from a coumarin. It is a conjugate base of a 6,8-difluoro-4-methylumbelliferyl phosphate. CC1=CC(=O)OC2=C(C(=C(C=C12)F)OP(=O)([O-])[O-])F